L-2-acrylamido-2-methylpropanesulfonic acid C(C=C)(=O)NC(CS(=O)(=O)O)(C)C